methyl 3-((5-amino-7-hydroxy-1H-pyrazolo[4,3-d]pyrimidin-1-yl)methyl)-4-methoxybenzoate NC=1N=C(C2=C(N1)C=NN2CC=2C=C(C(=O)OC)C=CC2OC)O